1-Benzyl-5-(4-benzyloxyphenyl)-3,4-dimethyl-3-(2,2,3,3,4,4,5,5,5-nonafluoropentyl)-1,3-dihydro-2H-pyrrol-2-one C(C1=CC=CC=C1)N1C(C(C(=C1C1=CC=C(C=C1)OCC1=CC=CC=C1)C)(CC(C(C(C(F)(F)F)(F)F)(F)F)(F)F)C)=O